C(C)(C)(C)OC(=O)N(C=1C(=CC(=[N+](C1)[O-])S(N)(=O)=O)[N+](=O)[O-])CC1CCOCC1 5-((tert-butoxycarbonyl)((tetrahydro-2H-pyran-4-yl)methyl)amino)-4-nitro-2-sulfamoylpyridine 1-oxide